CCCCCCCCCC(=O)C Methyl n-nonyl ketone